(2S,12R,12aS)-8-methoxy-5-methyl-2,3,5,6,12,12a-hexahydro-1H-2,12-methanobenzofuro[2,3-d]pyrrolo[1,2-a]azepine COC=1C=CC2=C(C1)C1=C([C@H]3[C@H]4N(C(C1)C)C[C@H](C4)C3)O2